N-(4-chlorophenyl)-2-(6-fluoro-4-(3-fluoro-5-methoxy-4-((1-trityl-1H-1,2,4-triazol-3-yl)methoxy)phenyl)-3-methyl-2-oxo-2,3-dihydro-1H-benzo[d]imidazol-1-yl)-N-methylacetamide ClC1=CC=C(C=C1)N(C(CN1C(N(C2=C1C=C(C=C2C2=CC(=C(C(=C2)OC)OCC2=NN(C=N2)C(C2=CC=CC=C2)(C2=CC=CC=C2)C2=CC=CC=C2)F)F)C)=O)=O)C